BrC=1C=C(C(=C2CC(CC12)CO[Si](C)(C)C(C)(C)C)C)O 7-bromo-2-[[tert-butyl-(dimethyl)silyl]oxymethyl]-4-methyl-2,3-dihydro-1H-inden-5-ol